1-Butyl-2-methylpyridinium bromid [Br-].C(CCC)[N+]1=C(C=CC=C1)C